NC=1N=C2N(C=C(C=C2F)C=2C(=C3C(=NC2)NC=C3)C)C1C(=O)[C@H]1[C@H](C1)F (2-amino-8-fluoro-6-(4-methyl-1H-pyrrolo[2,3-b]pyridin-5-yl)imidazo[1,2-a]pyridin-3-yl)((1S,2S)-2-fluorocyclopropyl)methanone